C1(CC1)COC1=NC(=CC=C1C1=NC2=CC(=NC=C2C=C1)CN)C(F)F [2-[2-(cyclopropylmethoxy)-6-(difluoromethyl)-3-pyridinyl]-1,6-naphthyridin-7-yl]methylamine